CN(C1CCN(CC1)CC(=O)N1[C@@H](CCC1)C#N)C1=CC=NC2=CC=CC=C12 (2S)-1-[2-[4-[methyl(4-quinolyl)amino]-1-piperidyl]acetyl]pyrrolidine-2-carbonitrile